((2S,5R)-4-(2,2-difluoro-1-(quinoxalin-6-yl)ethyl)-2,5-dimethylpiperazin-1-yl)-4-methyl-2,4-dihydro-5H-pyrazolo[4,3-b]pyridin-5-one FC(C(C=1C=C2N=CC=NC2=CC1)N1C[C@@H](N(C[C@H]1C)N1N=C2C(N(C(C=C2)=O)C)=C1)C)F